4-(4-(((2,4-dimethoxybenzyl)amino)thieno[3,2-d]pyrimidin-7-yl)-1H-1,2,3-triazol-1-yl)-4-methylbenzoic acid COC1=C(CNC=2N=CC3=C(N2)C(=CS3)C=3N=NN(C3)C3(CC=C(C(=O)O)C=C3)C)C=CC(=C1)OC